(S,E)-4-(8-amino-3-(1-(4-methoxybut-2-enoyl)piperidin-2-yl)imidazo[1,5-a]pyrazin-1-yl)-N-(4-(trifluoromethyl)pyridin-2-yl)benzamide NC=1C=2N(C=CN1)C(=NC2C2=CC=C(C(=O)NC1=NC=CC(=C1)C(F)(F)F)C=C2)[C@H]2N(CCCC2)C(\C=C\COC)=O